tert-butyl 7-[(1R,9R)-6-chloro-5-cyano-10,10-dimethyl-3-azatricyclo[7.1.1.02,7]undeca-2,4,6-trien-4-yl]-2,7-diazaspiro-[3.4]octane-2-carboxylate ClC=1C(=C(N=C2[C@H]3C([C@@H](CC12)C3)(C)C)N3CCC1(CN(C1)C(=O)OC(C)(C)C)C3)C#N